1-([1,1'-biphenyl]-3-yl)-3-bromo-1H-pyrazole-5-carboxylic acid C1(=CC(=CC=C1)N1N=C(C=C1C(=O)O)Br)C1=CC=CC=C1